2-(azetidin-3-yl)-1,3,4-oxadiazole trifluoroacetate salt FC(C(=O)O)(F)F.N1CC(C1)C=1OC=NN1